(2-ethylhexyl)(2-propylheptyl)cyclohexane C(C)C(CC1(CCCCC1)CC(CCCCC)CCC)CCCC